C(#N)C[C@@H]1N(CCN(C1)C1=NC(=NC=2C(C3(C(NC4=CC=CC=C4C3)=O)CCC12)O)OC[C@H]1N(CCC1)C)C(=O)OC(C)(C)C tert-butyl (2S)-2-(cyanomethyl)-4-(8-hydroxy-2-(((S)-1-methylpyrrolidin-2-yl)methoxy)-2'-oxo-1',4',5,8-tetrahydro-2'H,6H-spiro[quinazoline-7,3'-quinolin]-4-yl)piperazine-1-carboxylate